FC(C)(F)C=1C=C(C=CC1)C=1C=C2C(=NC1)C=NN2 6-[3-(1,1-difluoroethyl)phenyl]pyrazolo[4,3-b]pyridine